CC1=CC=CC(=N1)C1=NC=CC(=N1)NC1=NC(=NC=C1)NC=1C=CC(=C(C1)CC(=O)OCC)N1CCNCC1 ethyl 2-[5-[[4-[[2-(6-methyl-2-pyridyl)pyrimidin-4-yl]amino]pyrimidin-2-yl]amino]-2-piperazin-1-yl-phenyl]acetate